N[C@]1(C(C1)(C)C)C(=O)O (R)-1-AMINO-2,2-DIMETHYLCYCLOPROPANECARBOXYLIC ACID